ClC1=CC=C(N=N1)N1CCC2C1CN(CC2)C 1-(6-Chloropyridazin-3-yl)-6-methyl-3,3a,4,5,7,7a-hexahydro-2H-pyrrolo[2,3-c]pyridine